FC(C1=CC(=NC=C1)CC1CC2(CNC2)C1)(F)F 6-[[4-(trifluorometh-yl)-2-pyridyl]meth-yl]-2-azaspiro[3.3]-heptane